(1H-pyrrol-1-yl)(thiophen-2-yl)methanone N1(C=CC=C1)C(=O)C=1SC=CC1